O1CCC(CC1)N1CC2(C1)CC(C2)N2N=C(C(=C2)N)C(F)(F)F 1-[2-(tetrahydro-2H-pyran-4-yl)-2-azaspiro[3.3]heptan-6-yl]-3-(trifluoromethyl)-1H-pyrazol-4-amine